ClC1=CC=CC2=C1NC(=N2)C(=O)N2[C@@H](C=1C=CC=NC1CC2)C (R)-(7-chloro-1H-benzo[d]imidazol-2-yl)(5-methyl-7,8-dihydro-1,6-naphthyridin-6(5H)-yl)methanone